2-[(2S)-2-[2-(2-benzyloxyethoxy)ethoxy]propoxy]-4-methyl-5-nitro-pyridine C(C1=CC=CC=C1)OCCOCCO[C@H](COC1=NC=C(C(=C1)C)[N+](=O)[O-])C